COC=O.C(C)(C)(C)OC(=O)N(C=1C=NC=C(C1)Br)C(=O)OC(C)(C)C 3-(bis(tert-butoxycarbonyl)amino)-5-bromopyridine methyl-formate